N1(CCC1)C=1C2=C(N=CN1)C=CC(=N2)C=2C=C(C=CC2)C#C[C@@]2(C(N(CC2)C)=O)O (S)-3-((3-(4-(azetidin-1-yl)pyrido[3,2-d]pyrimidin-6-yl)phenyl)ethynyl)-3-hydroxy-1-methylpyrrolidin-2-one